N-[1-[2-(5-bromopyrimidin-2-yl)-1,2,4-triazol-3-yl]ethyl]-6,8-bis(trifluoromethyl)quinazolin-4-amine BrC=1C=NC(=NC1)N1N=CN=C1C(C)NC1=NC=NC2=C(C=C(C=C12)C(F)(F)F)C(F)(F)F